2-(methacryloyloxy) ethylphthalate C(C)C1=C(C(C(=O)[O-])=CC=C1)C(=O)OOC(C(=C)C)=O